7-cyclopropyl-2-((5-fluorobenzo[d]oxazol-2-yl)amino)-N-methylbenzo[d]oxazole-5-carboxamide C1(CC1)C1=CC(=CC=2N=C(OC21)NC=2OC1=C(N2)C=C(C=C1)F)C(=O)NC